C(C)C1C(SCC1)=O 3-ethyldihydro-2(3H)-thiophenone